CN(CCC=1C(=CC(N(C1)C(C(=O)O)CC(C)C)=O)C(F)(F)F)C 2-(5-(2-(dimethylamino)ethyl)-2-oxo-4-(trifluoromethyl)pyridine-1(2H)-yl)-4-methylpentanoic acid